FC(S(=O)(=O)OC1=C(CC2(CC2)CC1)C(=O)OC)(F)F Methyl 6-(((trifluoromethyl)sulfonyl)oxy)spiro[2.5]oct-5-ene-5-carboxylate